[Si](C)(C)(C(C)(C)C)OCC(COC1=NN(C(=C1[N+](=O)[O-])C)C=1C(=NC=CC1)OC)C 3-(3-(3-((tert-butyldimethylsilyl)oxy)-2-methylpropoxy)-5-methyl-4-nitro-1H-pyrazol-1-yl)-2-methoxypyridine